CC1(NCC2N1CCNC2)C 3,3-dimethylhexahydroimidazo[1,5-a]Pyrazine